ClC1=CC2=C(C3=CC=CC=C3C=C2C=C1)OCCCCCCC 2-chloro-9-(n-heptyloxy)anthracene